tert-butyl 7-chloro-4-((6-cyano-2H-pyrazolo[3,4-b]pyridin-2-yl)-methyl)-5-methoxy-1H-indole-1-carboxylate ClC=1C=C(C(=C2C=CN(C12)C(=O)OC(C)(C)C)CN1N=C2N=C(C=CC2=C1)C#N)OC